CC(C)(C(=CC(CC)O)C)O 2,3-dimethyl-2-hydroxy-hepten-5-ol